NC1=CC=C(OC2=CC=C(C=C2)S(=O)(=O)C2=CC=C(C=C2)OC2=CC=C(C=C2)N)C=C1 bis[4-(4-aminophenoxy) phenyl] Sulfon